2-(2-benzyloxyethoxy)ethylamine C(C1=CC=CC=C1)OCCOCCN